[Ag+].C(C)N(C([S-])=S)CC Diethyldithiocarbamic acid silver salt